(3R)-3-fluoro-N-{4-fluoro-3-[5-(pyrrolidin-1-yl)-2H-pyrazolo[3,4-b]pyridin-2-yl]phenyl}pyrrolidine-1-carboxamide F[C@H]1CN(CC1)C(=O)NC1=CC(=C(C=C1)F)N1N=C2N=CC(=CC2=C1)N1CCCC1